2-((4-(1-cyclopropyl-4-oxido-1,4-azaphosphinan-4-yl)-2-methoxyphenyl)amino)-4-(methylamino)-7H-pyrrolo[2,3-d]pyrimidine-5-carbonitrile C1(CC1)N1CCP(CC1)(=O)C1=CC(=C(C=C1)NC=1N=C(C2=C(N1)NC=C2C#N)NC)OC